C(CCCCCC(C)C)(=O)OC(CCCCC)CC ethylhexanol isononanoate